NC1=NC(=C(C=2N1C(N(N2)CCCN2C(C=CC=C2)=O)=O)C2=CC(=NC(=C2)C)C)C2=CC=CC=C2 5-amino-8-(2,6-dimethylpyridin-4-yl)-2-(3-(2-oxopyridin-1(2H)-yl)propyl)-7-phenyl-[1,2,4]triazolo[4,3-c]pyrimidin-3(2H)-one